2-(naphthalen-2-ylmethylene)malononitrile C1=C(C=CC2=CC=CC=C12)C=C(C#N)C#N